FC1=C(C(=O)O)C=CC(=C1F)C(F)(F)F 2,3-Difluoro-4-(trifluoromethyl)benzoic acid